C1CCC12CC(CC2)C(=O)NC2CC(CC2)CCNC(=O)C2=CC=CN1C(NN=C21)=O N-(2-{3-(6-spiro[3.4]octylcarbonylamino)cyclopentyl}ethyl)-3-oxo-2,3-dihydro-1,2,3a-triaza-7-indenecarboxamide